8-methylfuro[2,3-c]quinolin-4(5H)-one CC1=CC=2C3=C(C(NC2C=C1)=O)OC=C3